(S)-6-(1-(2-(tert-butoxycarbonyl)benzyl)-1H-pyrazole-4-carbonyl)-2-(1-(trifluoromethyl)cyclopropane-1-carbonyl)-2,6-diazaspiro[3.4]octane-8-carboxylic acid C(C)(C)(C)OC(=O)C1=C(CN2N=CC(=C2)C(=O)N2CC3(CN(C3)C(=O)C3(CC3)C(F)(F)F)[C@@H](C2)C(=O)O)C=CC=C1